C(C)(C)(C)OC(=O)NC(C(=O)NCC=1C=C(OCCC2CN(CCC2)C(CCC(=O)OC(C)(C)C)=O)C=CC1C)CCC=1C=NC=CC1 tert-butyl 4-(3-(2-(3-((2-((tert-butoxycarbonyl)amino)-4-(pyridin-3-yl)butanamido)methyl)-4-methylphenoxy)ethyl)piperidin-1-yl)-4-oxobutanoate